PYRROLO-PYRIDINE N1C=CC2=C1C=CC=N2